6-(2-Chloro-3-(4,4,5,5-tetramethyl-1,3,2-dioxaborolan-2-yl)phenyl)-2-(difluoromethoxy)-4-Methylnicotinaldehyde ClC1=C(C=CC=C1B1OC(C(O1)(C)C)(C)C)C1=NC(=C(C=O)C(=C1)C)OC(F)F